COC(CC)C12CC(CC(N1C(=O)OC(C)(C)C)C2)C tert-butyl cis-1-(1-methoxypropyl)-3-methyl-6-azabicyclo[3.1.1]heptane-6-carboxylate